FC1=C(C(=C(C(=C1F)F)F)F)C=1C=2C(OC1N)=CC1=C(OC(=C1C1=C(C(=C(C(=C1F)F)F)F)F)N)C2 3,7-bis(perfluorophenyl)benzo[1,2-b:4,5-b']difuran-2,6-diamine